CCCCCCCCCCCCCCCCCC(=O)O[C@H](CO/C=C\CCCCCCCCCCCCCC)COP(=O)([O-])OCC[N+](C)(C)C 1-(1Z-hexadecenyl)-2-octadecanoyl-glycero-3-phosphocholine